N-(2-pyridylmethyl)-N'-(1,2,3,4-tetrahydro-1-naphthalenyl)-1,4-xylylenediamine N1=C(C=CC=C1)CNCC1=CC=C(C=C1)CNC1CCCC2=CC=CC=C12